(R)-2,2-dimethyl-1,3-dioxolane-4-carbaldehyde CC1(OC[C@@H](O1)C=O)C